C1(=CC=C(C=C1)CSCC1=NC(=NO1)C1=CC=C(C=C1)OC(F)(F)F)C 5-((p-tolylmethylthio)methyl)-3-(4-(trifluoromethoxy)phenyl)-1,2,4-oxadiazole